FC1=C(CNC2=C3C(N(C(=NC3=CC=C2)C)C2C(NC(CC2)=O)=O)=O)C=CC(=C1)CN1CC(C1)N1CCOCC1 3-(5-((2-fluoro-4-((3-morpholinoazetidin-1-yl)methyl)benzyl)amino)-2-methyl-4-oxoquinazolin-3(4H)-yl)piperidine-2,6-dione